N1=CC=C(C2=C1NC1=C(O2)C=CC=C1)OC1=CC=C(C=C1)NC(=O)C1(CC1)C(=O)NC1CCN(CC1)C N-(4-((10H-benzo[b]pyrido[2,3-e][1,4]oxazin-4-yl)oxy)phenyl)-N'-(1-methylpiperidin-4-yl)cyclopropane-1,1-dicarboxamide